3,5-difluoro-4-[(4-methoxyphenyl)methoxy]-N-{[(1r,4r)-4-{3-[5-(trifluoromethyl)pyrimidin-2-yl]-1,2,4-oxadiazol-5-yl}cyclohexyl]methyl}benzamide FC=1C=C(C(=O)NCC2CCC(CC2)C2=NC(=NO2)C2=NC=C(C=N2)C(F)(F)F)C=C(C1OCC1=CC=C(C=C1)OC)F